C(CCCCCCCCC)P(=O)=C(O)C[N+](C)(C)C decyl-phosphorylcholine